BrC=1C(=C2CCC2=CC1)O 3-bromobicyclo[4.2.0]oct-1,3,5-trien-2-ol